Tert-Butyl 3-[4-(4-chloro-2-methylsulfonylphenyl)phenyl]azetidine-1-carboxylate ClC1=CC(=C(C=C1)C1=CC=C(C=C1)C1CN(C1)C(=O)OC(C)(C)C)S(=O)(=O)C